C(#N)C1=C(N=C(S1)N(C1=C(N=C2N1C=C(C=C2)C=2C=NC(=NC2)N2CC(C2)C(=O)NC2CCN(CC2)C(=O)OC(C)(C)C)CC)C)C2=CC=C(C=C2)F tert-butyl 4-(1-(5-(3-((5-cyano-4-(4-fluorophenyl)thiazol-2-yl)(methyl)amino)-2-ethylimidazo[1,2-a]pyridin-6-yl)pyrimidin-2-yl)azetidine-3-carboxamido)piperidine-1-carboxylate